methanol tert-butyl-5-(difluoromethyl)-1H-indole-1-carboxylate C(C)(C)(C)C=1N(C2=CC=C(C=C2C1)C(F)F)C(=O)OC